CN1N=CC(=C1)C1=CC=CC=2N1N=C(N2)C(=O)N[C@H]2COC1=C(NC2=O)C(=CC(=C1)F)F |r| 5-(1-methylpyrazol-4-yl)-N-[rac-(3S)-6,8-difluoro-4-oxo-3,5-dihydro-2H-1,5-benzoxazepin-3-yl]-[1,2,4]triazolo[1,5-a]pyridine-2-carboxamide